2-aminopropionaldehyde O-(2-oxo-2-(4-(5-(trifluoromethyl)pyrimidin-2-yl)piperazin-1-yl)ethyl) oxime O=C(CON=CC(C)N)N1CCN(CC1)C1=NC=C(C=N1)C(F)(F)F